1,1-dimethyl-2-hydroxyethyl-2,4,8,10-tetraoxaspiro[5.5]Undecane CC(CO)(C)C1OCOCC12COCOC2